N1=CN=C(C=C1)C1(CC1)C(=O)N pyrimidin-4-yl-cyclopropane-1-carboxamide